tert-butyl trans-3-(benzoylthio)-4-((4-(trifluoromethyl)benzyl)oxy)pyrrolidine-1-carboxylate C(C1=CC=CC=C1)(=O)S[C@@H]1CN(C[C@H]1OCC1=CC=C(C=C1)C(F)(F)F)C(=O)OC(C)(C)C